BrC=1C=NN2C1N=C(N=C2NCC2=CC=C(C=C2)C2=NC=CC=C2)N2CCC(CC2)N2CCN(CC2)C(=O)OC(C)(C)C tert-butyl 4-(1-(8-bromo-4-((4-(pyridin-2-yl)benzyl)amino)pyrazolo[1,5-a][1,3,5]triazin-2-yl)piperidin-4-yl)piperazine-1-carboxylate